methacrylic acid butylaminoethyl ester C(CCC)NCCOC(C(=C)C)=O